3,5-dimethylphthalamic acid CC1=C(C(C(=O)O)=CC(=C1)C)C(=O)N